ClC=1C=2N(C=C(C1)C1(CC(C1)(OC)OC)C(=O)NNC)C=CN2 2-(1-(8-chloroimidazo[1,2-a]pyridin-6-yl)-3,3-dimethoxycyclobutane-1-carbonyl)-N-methylhydrazine